C(CCC)C1=CC2=C(NC1=O)C(CN2C(CCl)=O)(C)C 6-butyl-1-(2-chloro-acetyl)-3,3-dimethyl-1,2,3,4-tetrahydro-pyrrolo[3,2-b]pyridin-5-one